Cl.Cl.ClC=1C=C2CN=C(NC2=CC1)SCCCN1CCCC1 6-chloro-2-((3-(pyrrolidin-1-yl)propyl)thio)-1,4-dihydroquinazoline dihydrochloride